C(#N)C=1C=C(C=CC1)C=1N=C(SC1C1=CC2=C(N=NN2)C(=C1)C)NC(=O)N1CC2(COC2)C1 N-[4-(3-cyanophenyl)-5-(7-methyl-3H-benzotriazol-5-yl)thiazol-2-yl]-2-oxa-6-azaspiro[3.3]heptane-6-carboxamide